N-(5-(3,5-difluorobenzyl)-1H-indazol-3-yl)-4-(4-(2-((3-(2,6-dioxopiperidin-3-yl)-1-methyl-1H-indazol-6-yl)oxy)ethyl)piperazin-1-yl)-2-((tetrahydro-2H-pyran-4-yl)amino)benzamide FC=1C=C(CC=2C=C3C(=NNC3=CC2)NC(C2=C(C=C(C=C2)N2CCN(CC2)CCOC2=CC=C3C(=NN(C3=C2)C)C2C(NC(CC2)=O)=O)NC2CCOCC2)=O)C=C(C1)F